3-cyclopenten-1-ol C1(CC=CC1)O